(2S)-2-[(tert-butoxycarbonyl)amino]-3-[4-(isobutyrylamino)phenyl]Propionamide C(C)(C)(C)OC(=O)N[C@H](C(=O)N)CC1=CC=C(C=C1)NC(C(C)C)=O